C(C)C(O)C=1OC2=C(C1)C=C(C=C2)C2CC2 Ethyl-(5-cyclopropylbenzofuran-2-yl)methanol